4-(6-((2-fluoro-4-(methoxycarbonyl)-5-methylbenzyl)oxy)pyridine-2-yl)piperidine-1-carboxylic acid tert-butyl ester C(C)(C)(C)OC(=O)N1CCC(CC1)C1=NC(=CC=C1)OCC1=C(C=C(C(=C1)C)C(=O)OC)F